5-(furan-3-yl)-N-(pyridin-4-yl)-1H-indazole-3-carboxamide O1C=C(C=C1)C=1C=C2C(=NNC2=CC1)C(=O)NC1=CC=NC=C1